N1(C(C=CC=C1)C(=O)[O-])C(=O)[O-] pyridine-1,2-dicarboxylate